8-(2-Fluorobenzyl)-2-((5-methylfuran-2-yl)methyl)-6-phenylimidazo[1,2-a]pyrazin-3-yl-acetat FC1=C(CC=2C=3N(C=C(N2)C2=CC=CC=C2)C(=C(N3)CC=3OC(=CC3)C)CC(=O)[O-])C=CC=C1